BrC=1C=C(C=2N(C1)C=C(N2)CCC)N2CCOCC2 4-(6-Bromo-2-propylimidazo[1,2-a]pyridin-8-yl)morpholine